(S)-5-(2-chloro-5-(isobutyrylaminomethyl)benzoylamino)-N-(1-(4-nitrophenyl)ethyl)-1-(2,2,2-trifluoroethyl)-1H-indole-2-carboxamide ClC1=C(C(=O)NC=2C=C3C=C(N(C3=CC2)CC(F)(F)F)C(=O)N[C@@H](C)C2=CC=C(C=C2)[N+](=O)[O-])C=C(C=C1)CNC(C(C)C)=O